C[C@@H]1COCCN1C1=CC(=NC(=C1)C1=C2C(=NC=C1)NC=C2)N=S2(CCCC2)=O (R)-1-((4-(3-methylmorpholino)-6-(1H-pyrrolo[2,3-b]pyridin-4-yl)pyridin-2-yl)imino)tetrahydro-1H-1λ6-thiophene 1-oxide